di(undecyl) thiodipropionate S(CCC(=O)OCCCCCCCCCCC)CCC(=O)OCCCCCCCCCCC